FC1=C(C(=C2C=CNC2=C1F)S(=O)(=O)C)OC=1C=CC(=C(C1)C=1NC=C(N1)[C@@]1(C(COC2=C(C=CC=C12)CCC(=O)O)(F)F)C)F 3-[(4R)-4-[2-[5-[(6,7-difluoro-4-methylsulfonyl-1H-indol-5-yl)oxy]-2-fluoro-phenyl]-1H-imidazol-4-yl]-3,3-difluoro-4-methyl-chroman-8-yl]propanoic acid